ClC=1C=NC(=C(C(=O)NC2CCC(CC2)CN2C(N(C3=NC=CC=C32)C3=CC(=C(C=C3)OC)F)=O)C1)C(F)F 5-chloro-2-(difluoromethyl)-N-((1r,4r)-4-((3-(3-fluoro-4-methoxyphenyl)-2-oxo-2,3-dihydro-1H-imidazo[4,5-b]pyridin-1-yl)methyl)cyclohexyl)nicotinamide